5-chloro-2-methyl-3-((6-oxo-4-(trifluoromethyl)-1,6-dihydropyrimidin-5-yl)oxy)benzonitrile ClC=1C=C(C(=C(C#N)C1)C)OC1=C(N=CNC1=O)C(F)(F)F